ClC1=NC(=C2N=CN(C2=N1)C)N1CCN(CC1)C(C)=O (4-(2-chloro-9-methyl-9H-purin-6-yl)piperazin-1-yl)ethanone